FC(C(=O)O)(F)F.CC1C(NC=2C=NN(C2C=2C=CN=C(CCCC1)C2)C2=CC=CC=C2)=O 9-methyl-3-phenyl-3,4,7,15-tetraazatricyclo[12.3.1.02,6]Octadeca-1(18),2(6),4,14,16-pentaen-8-one trifluoroacetate